[2-(methoxy-methyl)phenyl]boronic acid COCC1=C(C=CC=C1)B(O)O